Ethyl 3-[2,4-dichloro-5-(3,5-dimethyl-2,6-dioxo-4-thioxo-1,3,5-triazinan-1-yl)phenyl]-5-methyl-4H-isoxazole-5-carboxylate ClC1=C(C=C(C(=C1)Cl)N1C(N(C(N(C1=O)C)=S)C)=O)C1=NOC(C1)(C(=O)OCC)C